5-(6-chloro-2-pyridinyl)-N-[2,5-difluoro-4-(trifluoromethyl)phenyl]-1H-pyrrole-3-sulfonamide ClC1=CC=CC(=N1)C1=CC(=CN1)S(=O)(=O)NC1=C(C=C(C(=C1)F)C(F)(F)F)F